C(C)(C)NC1=NC(=CC2=C1N=C(N=C2)N[C@H]2C(NCC2)=O)C#N (R)-8-(isopropylamino)-2-((2-oxopyrrolidin-3-yl)amino)pyrido[3,4-d]pyrimidine-6-carbonitrile